NC(C)C=1C=C(C=CC1)NC1=NC(=NC=C1C(=O)N)NC1=C(C=C2CCN(CC2=C1)C)F 4-{[3-(1-aminoethyl)phenyl]-amino}-2-[(6-fluoro-2-methyl-1,2,3,4-tetrahydroisoquinolin-7-yl)amino]pyrimidine-5-carboxamide